6-chloro-N-(3,5-difluoro-6-methoxypyridin-2-yl)-7-(trifluoromethyl)-1H-indole-3-sulfonamide ClC1=CC=C2C(=CNC2=C1C(F)(F)F)S(=O)(=O)NC1=NC(=C(C=C1F)F)OC